FC1=C(C(=CC=C1)OC)C1=CC=2N(C=C1C(=O)NC=1SC(=NN1)OC)C=CN2 7-(2-fluoro-6-methoxyphenyl)-N-(5-methoxy-1,3,4-thiadiazol-2-yl)imidazo(1,2-a)pyridine-6-carboxamide